FCCCCSC=1C(=NC(=NC1C1=CC=CC=C1)N)SC 5-((4-Fluorobutyl)thio)-4-(methylthio)-6-phenylpyrimidin-2-amine